Isopropyl (S)-2-((S)-2-amino-3-(1-methyl-1H-indol-3-yl)propanamido)-6-diazo-5-oxohexanoate N[C@H](C(=O)N[C@H](C(=O)OC(C)C)CCC(C=[N+]=[N-])=O)CC1=CN(C2=CC=CC=C12)C